(R)-3-(3,4-difluorophenethyl)-1-(2-(pyridin-2-yl)propan-2-yl)pyrrolidine-3-carbonitrile FC=1C=C(CC[C@@]2(CN(CC2)C(C)(C)C2=NC=CC=C2)C#N)C=CC1F